N1=CC=C(C=C1)C1CN(C1)C=O (3-(pyridin-4-yl)azetidin-1-yl)methanone